hydroxyl-estra-4-ene-3,17-dione OC[C@@]12C(CC[C@H]1[C@@H]1CCC3=CC(CC[C@@H]3[C@H]1CC2)=O)=O